4-((2-(methylsulfonyl)ethyl)(4-(5,6,7,8-tetrahydro-1,8-naphthyridin-2-yl)butyl)amino)-2-(quinazolin-4-ylamino)butanoic acid CS(=O)(=O)CCN(CCC(C(=O)O)NC1=NC=NC2=CC=CC=C12)CCCCC1=NC=2NCCCC2C=C1